trifluoromethyl-1-(4-(trifluoromethyl)phenethoxy)benzene FC(F)(F)C1=C(C=CC=C1)OCCC1=CC=C(C=C1)C(F)(F)F